FC=1C(=NC(=NC1)NC1CCC(CC1)NC(=O)C1CCCCC1)C1=CC(=CC=C1)N1C(CCCC1)=O N-((1r,4R)-4-((5-fluoro-4-(3-(2-oxopiperidin-1-yl)phenyl)pyrimidin-2-yl)amino)cyclohexyl)cyclohexane-1-carboxamide